FC(C1C(C(OS1(=O)=O)CC)CC)(F)F 1-(trifluoromethyl)-2,3-di(ethyl)-propanesultone